ClC=1C=CC(=NC1)C1CN(CC1)C(=O)C=1N=C(C2=C(N1)OC(=C2)C)NC2(CC2)C [3-(5-chloropyridin-2-yl)pyrrolidine-1-carbonyl]-6-methyl-N-(1-methylcyclopropyl)furo[2,3-d]pyrimidin-4-amine